6-[1-[(3S)-3-piperidyl]pyrazol-4-yl]-4-pyridazin-3-ylsulfanyl-pyrazolo[1,5-a]pyridine-3-carbonitrile N1C[C@H](CCC1)N1N=CC(=C1)C=1C=C(C=2N(C1)N=CC2C#N)SC=2N=NC=CC2